5-(6-bromo-7-fluoro-2'-(methylthio)-2,3,5',8'-tetrahydrospiro[indene-1,7'-pyrano[4,3-d]pyrimidin]-4'-yl)-N,N-dimethyl-5,6,7,8-tetrahydro-4H-pyrazolo[1,5-a][1,4]diazepine-2-carboxamide BrC1=CC=C2CCC3(CC=4N=C(N=C(C4CO3)N3CC=4N(CCC3)N=C(C4)C(=O)N(C)C)SC)C2=C1F